ethyl 4-(3-cyano-4-ethoxy-phenyl)-1H-imidazole-2-carboxylate C(#N)C=1C=C(C=CC1OCC)C=1N=C(NC1)C(=O)OCC